9-(naphthalen-1-yl)-10-bromoanthracene C1(=CC=CC2=CC=CC=C12)C=1C2=CC=CC=C2C(=C2C=CC=CC12)Br